CC1=CC[C@@H](OC1=O)[C@@H](C)[C@H]2CC[C@@]3([C@@]2(CCC4=C3CC[C@@H]5C(=C4)C=CC(=O)OC5(C)C)C)C The molecule is a tetracyclic triterpenoid isolated from Schisandra and Kadsura longipedunculata. It has been shown to exhibit inhibitory activity against HIV protease. It has a role as a metabolite and a HIV protease inhibitor. It is a tetracyclic triterpenoid and a delta-lactone.